3-(3-chloro-2-methoxyanilino)-2-(3-{[2-methyl-1-(2,2,2-trifluoroethyl)azetidin-2-yl]methoxy}pyridin-4-yl)-1,5,6,7-tetrahydro-4H-pyrrolo[3,2-c]pyridin-4-one ClC=1C(=C(NC2=C(NC3=C2C(NCC3)=O)C3=C(C=NC=C3)OCC3(N(CC3)CC(F)(F)F)C)C=CC1)OC